(3R,4S,5R)-5-(2,4-dichlorobenzyloxy-methyl)-4-(2,4-dichlorobenzyloxy)-2-methoxy-tetrahydrofuran-3-ol ClC1=C(COC[C@@H]2[C@H]([C@H](C(O2)OC)O)OCC2=C(C=C(C=C2)Cl)Cl)C=CC(=C1)Cl